(R)-4-(4-((1-(3-(difluoromethyl)-2-fluorophenyl)ethyl)amino)-7-methoxypyrido[2,3-d]pyrimidin-6-yl)tetrahydro-2H-thiopyran-4-carbonitrile 1,1-dioxide FC(C=1C(=C(C=CC1)[C@@H](C)NC=1C2=C(N=CN1)N=C(C(=C2)C2(CCS(CC2)(=O)=O)C#N)OC)F)F